CN1N=C(C2=NC=C(C=C21)B2OC(C(O2)(C)C)(C)C)C 1,3-Dimethyl-6-(4,4,5,5-tetramethyl-1,3,2-dioxaborolan-2-yl)-1H-pyrazolo[4,3-b]pyridine